C(C)(C)(C)OC(=O)N1C[C@@H](N(CC1)C=1C2=C(N=CN1)N(C=C2C=2C=NN(C2)C)S(=O)(=O)C2=CC=C(C)C=C2)C (S)-3-methyl-4-(5-(1-methyl-1H-pyrazol-4-yl)-7-tosyl-7H-pyrrolo[2,3-d]pyrimidin-4-yl)piperazine-1-carboxylic acid tert-butyl ester